FC1COC2(C1F)CCC(CC2)NC(OC(C)(C)C)=O tert-butyl (3,4-difluoro-1-oxaspiro[4.5]decan-8-yl)carbamate